(E,4R)-4-hydroxy-1-[3-[4-(hydroxymethyl)-1-[4-(trifluoromethoxy)phenyl]pyrazolo[3,4-b]pyridin-3-yl]azetidin-1-yl]pent-2-en-1-one O[C@@H](/C=C/C(=O)N1CC(C1)C1=NN(C2=NC=CC(=C21)CO)C2=CC=C(C=C2)OC(F)(F)F)C